oxybis(phthalic acid) O(C1=C(C(C(=O)O)=CC=C1)C(=O)O)C1=C(C(C(=O)O)=CC=C1)C(=O)O